8-hydroxy-4-methyloxy-1-naphthalene-carboxaldehyde OC=1C=CC=C2C(=CC=C(C12)C=O)OC